C(C=1CC=CCC1)(=O)[O-].[Na+] sodium 2,5-dihydrobenzate